(S)-5,7-dihydrospiro[cyclopenta[b]pyrazine-6,4'-piperidine]-5-amine hydrochloride Cl.N1CCC2(CC1)[C@@H](C=1C(=NC=CN1)C2)N